diphenylcyclodecane-7-ene-3,5,10-tricarboxylate C1(=CC=CC=C1)OC(=O)C1CCC(CC=CCC(C1)C(=O)OC1=CC=CC=C1)C(=O)[O-]